6'-{[(3s)-pyrrolidin-3-yl]oxy}-2',3'-dihydrospiro[cyclohexane-1,1'-indene]-4-carboxylic acid N1C[C@H](CC1)OC1=CC=C2CCC3(C2=C1)CCC(CC3)C(=O)O